C(C1=CC=CC=C1)OC[C@H](C(N[C@@H](CCCC1=CC=CC=C1)B1OC(C(O1)(C)C)(C)C)=O)NC(=O)C1=NC=CN=C1 N-((R)-3-(benzyloxy)-1-oxo-1-(((R)-4-phenyl-1-(4,4,5,5-tetramethyl-1,3,2-dioxaborolan-2-yl)butyl)amino)propan-2-yl)pyrazine-2-carboxamide